C(C)(C)(C)C1=NC(=NO1)C(=O)NC1CC2(C1)CN(CC2)C=2C=1N(C=C(N2)C=2C=NN(C2)C)N=CC1 5-(tert-butyl)-N-(6-(6-(1-methyl-1H-pyrazol-4-yl)pyrazolo[1,5-a]pyrazin-4-yl)-6-azaspiro[3.4]octan-2-yl)-1,2,4-oxadiazole-3-carboxamide